3-(5-(Bromomethyl)pyridazin-3-yl)piperidine-2,6-dione BrCC=1C=C(N=NC1)C1C(NC(CC1)=O)=O